trans-N-(6,8-dichloro-2,7-naphthyridin-3-yl)-2-fluorocyclopropanecarboxamide ClC=1C=C2C=C(N=CC2=C(N1)Cl)NC(=O)[C@H]1[C@@H](C1)F